(Z)-4-(1-(4-amino-2-fluoro-but-2-en-1-yl)-2-methyl-1H-benzo[d]imidazol-4-yl)-N-cyclopropylbenzenesulfonamide hydrochloride Cl.NC\C=C(\CN1C(=NC2=C1C=CC=C2C2=CC=C(C=C2)S(=O)(=O)NC2CC2)C)/F